6-[3-chloro-4-[2-(oxazolidin-2-yloxy)ethyl]phenyl]-N-[(2,4-dimethoxyphenyl)methyl]-4-methylphthalazin-1-amine ClC=1C=C(C=CC1CCOC1OCCN1)C=1C=C2C(=NN=C(C2=CC1)NCC1=C(C=C(C=C1)OC)OC)C